2,4,6-tri(propan-2-yl)benzene-1,3-diamin CC(C)C1=C(C(=CC(=C1N)C(C)C)C(C)C)N